N-(1-(5-(trifluoromethyl)pyridin-2-yl)-1H-indol-5-yl)acrylamide FC(C=1C=CC(=NC1)N1C=CC2=CC(=CC=C12)NC(C=C)=O)(F)F